bromo-2'-deoxyuridine Br[C@@]1(C[C@H](O)[C@@H](CO)O1)N1C(=O)NC(=O)C=C1